1-((5-amino-2-(1-(tetrahydro-2H-pyran-2-yl)-1H-pyrazol-5-yl)thieno[3,2-b]pyridin-7-yl)amino)-2-methyl-2-propanol NC1=CC(=C2C(=N1)C=C(S2)C2=CC=NN2C2OCCCC2)NCC(C)(O)C